2-(4,4-difluoroazepan-1-yl)-N-(1H-pyrazol-4-yl)quinoline-3-carboxamide tert-butyl-(2R,5R)-2-((S)-(3-fluorophenyl)-(hydroxy)methyl)-5-(4-methoxyphenyl)pyrrolidine-1-carboxylate C(C)(C)(C)OC(=O)N1[C@H](CC[C@@H]1C1=CC=C(C=C1)OC)[C@@H](O)C1=CC(=CC=C1)F.FC1(CCN(CCC1)C1=NC2=CC=CC=C2C=C1C(=O)NC=1C=NNC1)F